N1[C@@H](CCC1=O)C(=O)N1[C@@H](CCC1)C(=O)N[C@@H](CCCNC(N)=N)C(=O)O L-pyroglutamyl-L-prolyl-L-arginine